[Co].BrC1=CC=C(C=C1)C=1C2=CC=C(N2)C(=C2C=CC(C(=C3C=CC(=C(C=4C=CC1N4)C4=CC=C(C=C4)Br)N3)C3=CC=C(C=C3)Br)=N2)C2=CC=C(C=C2)Br 5,10,15,20-tetra(4-bromophenyl)porphyrin cobalt